N-[(4-chloro-2,6-difluorophenyl)methyl]-1-({4-[(4-methylpyrazol-1-yl)methyl]phenyl}methyl)-3-(trifluoromethyl)pyrazole-4-carboxamide ClC1=CC(=C(C(=C1)F)CNC(=O)C=1C(=NN(C1)CC1=CC=C(C=C1)CN1N=CC(=C1)C)C(F)(F)F)F